2-[[4-[[(3,4-Dimethoxyphenyl)methyl]amino]-6-(5-oxazolyl)-2-pyrimidinyl]amino]-4-methyl-5-thiazolecarboxylic acid ethyl ester C(C)OC(=O)C1=C(N=C(S1)NC1=NC(=CC(=N1)NCC1=CC(=C(C=C1)OC)OC)C1=CN=CO1)C